(2R,4R)-4-methoxy-5-oxopyrrolidine-2-carboxylic acid CO[C@@H]1C[C@@H](NC1=O)C(=O)O